ammonium methacrylat C(C(=C)C)(=O)[O-].[NH4+]